ClC1=C(C(C2=C(NC(=N2)C2=CC=C(C=C2)C(F)(F)F)C1=O)=O)N1C(OCC1)=O 6-chloro-5-(2-oxooxazolidin-3-yl)-2-(4-(trifluoromethyl)phenyl)-1H-benzo[d]imidazole-4,7-dione